5-((5-(((3-Exo)-8-(2-cyanoethyl)-8-azabicyclo[3.2.1]oct-3-yl)amino)-1,6-naphthyridin-7-yl)amino)pyrazine-2-carboxamide C(#N)CCN1C2CC(CC1CC2)NC2=C1C=CC=NC1=CC(=N2)NC=2N=CC(=NC2)C(=O)N